t-Butyl[4-((2,5-dichloropyrimidin-4-yl)amino)-3-(dimethylphosphoryl)phenyl](methyl) carbamate C(N)(OC(C1=CC(=C(C=C1)NC1=NC(=NC=C1Cl)Cl)P(=O)(C)C)C(C)(C)C)=O